N-[(1S)-2-[4-(2,4-dimethylpyrazol-3-yl)anilino]-1-[(1R)-6-(6-isopropylpyrazin-2-yl)indan-1-yl]-2-oxo-ethyl]-1-fluoro-cyclopropanecarboxamide CN1N=CC(=C1C1=CC=C(NC([C@H]([C@@H]2CCC3=CC=C(C=C23)C2=NC(=CN=C2)C(C)C)NC(=O)C2(CC2)F)=O)C=C1)C